3-chloro-4-fluoro-5-nitro-benzaldehyde ClC=1C=C(C=O)C=C(C1F)[N+](=O)[O-]